C[S@@](=O)(=N)CC1=CC=C(CC=2C(NC3=CC=CC=C3C2)=O)C=C1 |o1:1| 3-(4-(((S or R)-methylsulfonimidoyl)methyl)benzyl)quinolin-2(1H)-one